C(C)(C)(C)OC1=CC=C(C=C1)C(CC(=O)O)C 3-(4-(tert-butoxy)phenyl)butanoic acid